[3-[3-(2,3-dichlorophenyl)-1H-pyrazolo[3,4-b]pyrazin-6-yl]-7-(3-fluorophenyl)-3-azabicyclo[4.1.0]heptan-7-yl]methanamine ClC1=C(C=CC=C1Cl)C1=NNC2=NC(=CN=C21)N2CC1C(C1CC2)(C2=CC(=CC=C2)F)CN